[Si][Si](Cl)Cl Dichlorodisilane